ClC1=CC=C(C=C1)CCNC1=NC=CC(=C1)C=1C=C2C(=NNC2=CC1)N 5-(2-{[2-(4-Chlorophenyl)ethyl]amino}pyridin-4-yl)-1H-indazol-3-amine